[Na].N[C@@H](CCCCN)C(=O)O Lysine Sodium